5-(tert-butyl)-1-((2-(trimethylsilyl)ethoxy)methyl)-1H-imidazole C(C)(C)(C)C1=CN=CN1COCC[Si](C)(C)C